2-amino-6-cyclopropylthiazolo[4,5-d]pyrimidin-7(6H)-one NC=1SC2=C(N=CN(C2=O)C2CC2)N1